COC=1C=CC=2N(C=3C=CC(=CC3C2N1)C(=O)O)C1=CC=C(C=C1)C(F)(F)F 2-methoxy-5-[4-(trifluoromethyl)phenyl]-5H-pyrido[3,2-b]indole-8-carboxylic acid